(2S,4S)-N2-(3-chloro-4-fluorophenyl)-N2-methyl-1-(6-methyl-4-(trifluoromethyl)pyridin-2-yl)-N4-(4-methyl-oxazol-2-yl)pyrrolidine-2,4-dicarboxamide ClC=1C=C(C=CC1F)N(C(=O)[C@H]1N(C[C@H](C1)C(=O)NC=1OC=C(N1)C)C1=NC(=CC(=C1)C(F)(F)F)C)C